methyl 2-[1-(3,6-dimethyl-2-morpholino-4-oxo-quinazolin-8-yl)ethylamino]-6-methyl-benzoate CN1C(=NC2=C(C=C(C=C2C1=O)C)C(C)NC1=C(C(=O)OC)C(=CC=C1)C)N1CCOCC1